ethyl 4-((2-(tert-butoxycarbonyl)-1,2,3,4-tetrahydroisoquinolin-6-yl)amino)-7-methoxy-1,8-naphthyridine-3-carboxylate C(C)(C)(C)OC(=O)N1CC2=CC=C(C=C2CC1)NC1=C(C=NC2=NC(=CC=C12)OC)C(=O)OCC